(6R)-N'-((1,2,3,5,6,7-hexahydro-s-indacen-4-yl)carbamoyl)-6-((2-methoxyethyl)amino)-6,7-dihydro-5H-pyrazolo[5,1-b][1,3]oxazine-3-sulfonimidamide C1CCC2=C(C=3CCCC3C=C12)NC(=O)N=S(=O)(N)C=1C=NN2C1OC[C@@H](C2)NCCOC